1,3-bis(tert-butyldioxycarbonyl)benzophenone C(C)(C)(C)OOC(=O)C1(C(=O)C2=CC=CC=C2)CC(=CC=C1)C(=O)OOC(C)(C)C